(S)-benzyl tert-butyl (2-((tert-butyldimethylsilyl)oxy)propane-1,3-diyl)dicarbamate [Si](C)(C)(C(C)(C)C)O[C@@H](CNC(OCC1=CC=CC=C1)=O)CNC(OC(C)(C)C)=O